2-(5-phenylimidazol-2-yl)piperidin methyl-5-bromo-1-methyl-1H-[1,2,4]triazole-3-carboxylate COC(=O)C1=NN(C(=N1)Br)C.C1(=CC=CC=C1)C1=CN=C(N1)C1NCCCC1